N1=NN(C2=NC=CC=C21)C2=CC(=C(C(=O)O)C=C2)F 4-(3H-[1,2,3]triazolo[4,5-b]pyridin-3-yl)-2-fluorobenzoic acid